N[C@@]1([C@H](O)[C@H](O)[C@@H](CO)O1)C1=CNC(=O)NC1=O aminopseudouridine